(1R)-1-(2-cyanoethyl)-N-(1-methylcyclopropyl)-4-[(1-methylpyrazol-4-yl)methyl]-5-oxo-1H,2H-imidazo[1,2-a]quinazoline-7-sulfonamide C(#N)CC[C@@H]1CN=C2N1C1=CC=C(C=C1C(N2CC=2C=NN(C2)C)=O)S(=O)(=O)NC2(CC2)C